ClC=1C=C(C2=C(N1)N(C=C2)COCC[Si](C)(C)C)NCCS(=O)(=O)C 6-chloro-N-(2-(methylsulfonyl)ethyl)-1-((2-(trimethylsilyl)ethoxy)methyl)-1H-pyrrolo[2,3-b]pyridin-4-amine